C(C)OC(=O)C=1N=C2N(C=C(C=C2)I)C1 6-iodo-imidazo[1,2-a]pyridine-2-carboxylic acid ethyl ester